3-benzyloxymethyl-3-Ethyloxetane C(C1=CC=CC=C1)OCC1(COC1)CC